(R)-methyl 2-methyl-1-(1-phenylethyl)-4,5-dihydro-1H-pyrrole-3-carboxylate CC=1N(CCC1C(=O)OC)[C@H](C)C1=CC=CC=C1